DIBROMOMETHYL-BENZENE BrC(Br)C1=CC=CC=C1